2-(bis(3-chloro-4-fluorophenyl)methyl)-5-(methylsulfonyl)-1H-imidazole ClC=1C=C(C=CC1F)C(C=1NC(=CN1)S(=O)(=O)C)C1=CC(=C(C=C1)F)Cl